m-(2-amino-6-{1-[(3-pyridyl)methyl]-1H-1,2,3-triazol-4-yl}-4-pyrimidinyl)benzonitrile NC1=NC(=CC(=N1)C=1C=C(C#N)C=CC1)C=1N=NN(C1)CC=1C=NC=CC1